Bis((1S,2R)-1-carboxy-2-hydroxypropan-1-aminium) 1-((2R,3R,4S,5R)-3,4-dihydroxy-5-((phosphonatooxy)methyl)tetrahydrofuran-2-yl)pyridin-1-ium-3-carboxylate O[C@H]1[C@@H](O[C@@H]([C@H]1O)COP(=O)([O-])[O-])[N+]1=CC(=CC=C1)C(=O)[O-].C(=O)(O)[C@H]([C@@H](C)O)[NH3+].C(=O)(O)[C@H]([C@@H](C)O)[NH3+]